ClC1=C(N(C(C2=C(C=CC=C12)C=1C=NC(=NC1)NC1CC1)=O)C1=CC=CC=C1)[C@H](C)NC=1C2=C(N=CN1)NC=CC2=O (S)-4-((1-(4-chloro-8-(2-(cyclopropylamino)pyrimidin-5-yl)-1-oxo-2-phenyl-1,2-dihydroisoquinolin-3-yl)ethyl)amino)pyrido[2,3-d]pyrimidin-5(8H)-one